7-Chloro-4-((2,2-difluoroethyl)amino)-5-methoxy-1-(o-tolyl)quinazolin-2(1H)-one ClC1=CC(=C2C(=NC(N(C2=C1)C1=C(C=CC=C1)C)=O)NCC(F)F)OC